methyl 3-(3,5-dichlorophenyl)-2-methylimidazo[1,2-b]pyridazine-7-carboxylate ClC=1C=C(C=C(C1)Cl)C1=C(N=C2N1N=CC(=C2)C(=O)OC)C